C12COCC(CC1)N2C2=NC(=NC(=N2)N2C1COCC2CC1)C=1C(=NC=CC1C(F)F)N (4-(3-oxa-8-azabicyclo[3.2.1]oct-8-yl)-6-(3-oxa-8-azabicyclo[3.2.1]oct-8-yl)-1,3,5-triazin-2-yl)-4-(difluoromethyl)pyridin-2-amine